Methyl (((4-bromonaphthalen-1-yl)oxy)(4-nitrophenoxy)phosphoryl)-L-alaninate BrC1=CC=C(C2=CC=CC=C12)OP(=O)(OC1=CC=C(C=C1)[N+](=O)[O-])N[C@@H](C)C(=O)OC